(Z)-3-[4-[rac-(4aS,8aR)-3-oxo-4,4a,5,7,8,8a-hexahydropyrido[4,3-b][1,4]oxazine-6-carbonyl]piperazin-1-yl]-2-phenylprop-2-enenitrile O=C1N[C@@H]2[C@H](OC1)CCN(C2)C(=O)N2CCN(CC2)\C=C(/C#N)\C2=CC=CC=C2 |r|